BrC1=NNC2=C3C(=C(C=C12)NC(C1=CC(=CC(=C1)C(F)(F)F)F)=O)C(N(C3=O)CC3=CC=C(C=C3)OC)C3=C(C=CC(=C3)F)Cl N-(3-bromo-6-(2-chloro-5-fluorophenyl)-7-(4-methoxybenzyl)-8-oxo-1,6,7,8-tetrahydropyrrolo[3,4-g]indazol-5-yl)-3-fluoro-5-(trifluoromethyl)benzamide